(1R,3s)-N-(6-(2-((((1S,2S)-2-Hydroxycyclopentyl)oxy)methyl)pyridin-5-yl)-7-methoxybenzo[d]thiazol-2-yl)-3-((S)-2-methylpiperazin-1-yl)cyclobutane-1-carboxamide O[C@@H]1[C@H](CCC1)OCC1=NC=C(C=C1)C1=C(C2=C(N=C(S2)NC(=O)C2CC(C2)N2[C@H](CNCC2)C)C=C1)OC